4-bromo-N-(3-Cyano-4-fluorophenyl)-2-fluoro-6-(4-fluoro-2-methylphenoxy)benzamide BrC1=CC(=C(C(=O)NC2=CC(=C(C=C2)F)C#N)C(=C1)OC1=C(C=C(C=C1)F)C)F